ClC1=C(C(=CC=C1)Cl)C=1N=C2C=3C=C(C=NC3C=CN2C1CO)C=1C=NN(C1)[C@@H]1CN(CC1)C(CO)=O (S)-1-(3-(4-(2-(2,6-Dichlorophenyl)-3-(hydroxymethyl)imidazo[2,1-f][1,6]naphthyridin-9-yl)-1H-pyrazol-1-yl)pyrrolidin-1-yl)-2-hydroxyethan-1-one